COC1=C2C=C(N(C2=CC=C1)C1=NC=CC=C1)C=1C2(C3=CC=CC=C3C1)CCC2 4-Methoxy-1-(pyridin-2-yl)-2-(spiro[cyclobutane-1,1'-inden]-2'-yl)-1H-indole